Phenyl (S)-2-(3-(3-phenylpropyl)-1,2,4-oxadiazol-5-yl)pyrrolidine-1-carboxylate C1(=CC=CC=C1)CCCC1=NOC(=N1)[C@H]1N(CCC1)C(=O)OC1=CC=CC=C1